N12C(=CC=3C=CC=C(NCC1)C23)C2=NC3=C(N2C)C(=CC(=C3)C=O)OC [2-(1,9-diazatricyclo[6.3.1.04,12]dodeca-2,4(12),5,7-tetraen-2-yl)-7-methoxy-1-methyl-benzimidazol-5-yl]methanone